BrC=1C=C(C=CC1OCC)C1CC(C2=CC(=C(C(=C12)OC)OC)OC)=O 3-(3-bromo-4-ethoxyphenyl)-4,5,6-trimethoxy-2,3-dihydro-1H-inden-1-one